C(C)C1=C(C=C(C=C1O)C)O 2-Ethyl-5-methylbenzene-1,3-diol